The molecule is a L-methionine derivative in which one of the hydrogens attached to the nitrogen is replaced by a formyl group. It has a role as a metabolite. It is a proteinogenic amino acid, a N-formyl amino acid and a L-methionine derivative. It is a conjugate acid of a N-formyl-L-methioninate. CSCC[C@@H](C(=O)O)NC=O